8-chloro-5-(chloro(oxetan-3-yl)methyl)-2-methylphthalazin-1(2H)-one methyl-2-(benzyloxycarbonylamino)-2-(1-bicyclo(1.1.1)pentanyl)acetate COC(C(C12CC(C1)C2)NC(=O)OCC2=CC=CC=C2)=O.ClC=2C=CC(=C1C=NN(C(C21)=O)C)C(C2COC2)Cl